ClC1=C(C(N(C2=NC(=C(C=C12)F)C1=C(C=CC=C1OC)F)C=1C(=NC=NC1C)C(C)C)=O)[N+](=O)[O-] 4-chloro-6-fluoro-7-(2-fluoro-6-methoxyphenyl)-1-(4-isopropyl-6-methylpyrimidin-5-yl)-3-nitro-1,8-naphthyridin-2(1H)-one